B(O)(O)C=1C=CC(=C(C(=O)O)C1)Cl 5-borono-2-chloro-benzoic acid